C(C)(=O)OC[C@@H](C)[C@H]1CC[C@H]2[C@@H]3[C@H]4[C@@H](C5=CC(CC[C@]5(C)[C@H]3CC[C@]12C)=O)O4 (6α,7α,20S)-6,7-epoxy-20-acetoxymethyl-pregna-4-en-3-one